CN1NCC2C3NCCC(NC4NCC5C(NN(C(CCOC12)C)C5C4)C=4OC(=CC4)CN4CCN(CC4)C)N3 11,16-dimethyl-19-[5-[(4-methylpiperazin-1-yl)methyl]-2-furyl]-13-oxa-2,6,10,11,17,18,22,25-octaazapentacyclo[15.5.2.13,7.08,12.020,24]pentacosan